FC1=CC=C(C=C1)NC(C(C)C=1C=C2CCCN(C2=CC1)C(=O)C=1N=C(OC1)C)=O N-(4-fluorophenyl)-2-[1-(2-methyl-1,3-oxazole-4-carbonyl)-1,2,3,4-tetrahydroquinolin-6-yl]propanamide